(3R,4R)-1-benzyl-3-methyl-1,6-diazaspiro[3.4]octane-2,5-dione C(C1=CC=CC=C1)N1C([C@@H]([C@]12C(NCC2)=O)C)=O